2-((2-(diethylamino)ethyl)(ethyl)amino)-1-ethanol C(C)N(CCN(CCO)CC)CC